5-(2-amino-[1,2,4]triazolo[1,5-a]pyridin-7-yl)-3-fluoro-2-methylbenzoic acid NC1=NN2C(C=C(C=C2)C=2C=C(C(=C(C(=O)O)C2)C)F)=N1